FC1=CC2=C(OC(C(N2)=O)C)C(=C1)C#N 6-fluoro-2-methyl-3-oxo-3,4-dihydro-2H-benzo[b][1,4]oxazine-8-carbonitrile